2-methyl-4-[4-(4,5-dioxaborolan-2-yl)-1H-pyrazol-1-yl]butan-2-ol CC(C)(CCN1N=CC(=C1)C1BOOC1)O